(2-fluoro-4-(2-((1-isopropyl-1H-benzo[d]imidazol-2-yl)amino)-2-oxoethyl)-phenoxy)pyridine-3-carboxamide FC1=C(OC2=NC=CC=C2C(=O)N)C=CC(=C1)CC(=O)NC1=NC2=C(N1C(C)C)C=CC=C2